N-(4-fluoro-5-(((2S,4R)-4-((6-methoxypyridin-2-yl)oxy)-2-methylpyrrolidin-1-yl)methyl)thiazol-2-yl)acetamide FC=1N=C(SC1CN1[C@H](C[C@H](C1)OC1=NC(=CC=C1)OC)C)NC(C)=O